OC(CCCC(S(=O)O)O)S(=O)O 1,5-dihydroxypentane-1,5-disulfinic acid